O.O=C[C@H](O)[C@@H](O)[C@H](O)[C@H](O)CO Dextrose Monohydrat